N=1NN=C2C1C=CC=C2 2H-1,2,3-benzotriazole